N=1NC=C2C=CC=C(C12)N 2H-indazol-7-amine